4-(2-((7-amino-2-(furan-2-yl)-[1,2,4]triazolo[1,5-a][1,3,5]triazin-5-yl)amino)ethyl)-2-fluorophenol NC1=NC(=NC=2N1N=C(N2)C=2OC=CC2)NCCC2=CC(=C(C=C2)O)F